ClC=1C=C(C#N)C=C(C1F)C1=NC=NC(=C1)C1=NC=CC=C1 3-Chloro-4-Fluoro-5-[6-(Pyridin-2-Yl)Pyrimidin-4-Yl]Benzonitrile